tert-butyl 6-((1-(5-fluoro-6-(3-fluorooxetan-3-yl)pyridin-2-yl)-2-isopropyl-3-oxo-2,3-dihydro-1H-pyrazolo[3,4-d]pyrimidin-6-yl)amino)-3,4-dihydroisoquinoline-2(1H)-carboxylate FC=1C=CC(=NC1C1(COC1)F)N1N(C(C=2C1=NC(=NC2)NC=2C=C1CCN(CC1=CC2)C(=O)OC(C)(C)C)=O)C(C)C